ClC1=NC=C(C(=C1)C1=C(C=NC(=C1)C)C(=O)NC1=NN=C(S1)C(=O)N([C@@H]1COCCC1)C)OC (S)-5-(2'-Chloro-5'-methoxy-6-methyl-[4,4'-bipyridine]-3-carboxamido)-N-methyl-N-(tetrahydro-2H-pyran-3-yl)-1,3,4-thiadiazole-2-carboxamide